ClC=1C=C2C3=C(NC2=CC1)[C@@H](N(CC3)C3=NC(=NC(=N3)C(Cl)(Cl)Cl)C(F)(F)F)CC(C)C (1S)-6-chloro-1-isobutyl-2-[4-(trichloromethyl)-6-(trifluoromethyl)-1,3,5-triazin-2-yl]-1,3,4,9-tetrahydropyrido[3,4-b]indole